5-FLUORO-2-HYDROXYPYRIDINE-4-BORONIC ACID FC=1C(=CC(=NC1)O)B(O)O